hexyl-pentanol C(CCCCC)C(CCCC)O